N-(4-tolyl)pent-4-enamide C1(=CC=C(C=C1)NC(CCC=C)=O)C